exo-5-Norbornene-2-methanol C1C2CC(C1C=C2)CO